ClC1=NC=CC(=C1)N1C=NC2=C1CCCC2 (2-Chloropyridin-4-yl)-4,5,6,7-tetrahydro-1H-benzo[d]imidazole